C(C)(C)(C)OC(=O)N1CCC(CC1)C1CCN(CC1)C1=C(C=C(C=C1)N)C(F)(F)F 1'-(4-amino-2-(trifluoromethyl)phenyl)-[4,4'-bipiperidine]-1-carboxylic acid tert-butyl ester